Ethyl (3-(3-methylbenzyl)-5-phenylpyrazin-2-yl)phenylalaninate CC=1C=C(CC=2C(=NC=C(N2)C2=CC=CC=C2)N[C@@H](CC2=CC=CC=C2)C(=O)OCC)C=CC1